ClC1=C(C=C(C=2C(=C3N(C12)CCN(C3=O)C)C=3C=NNC3)OCCCO)Cl 6,7-dichloro-9-(3-hydroxypropoxy)-2-methyl-10-(1H-pyrazol-4-yl)-3,4-dihydropyrazino[1,2-a]indol-1(2H)-one